1-amino-3-(benzyloxy)-N-(4-fluorophenylethyl)-4-oxo-1,4-dihydropyridine-2-carboxamide NN1C(=C(C(C=C1)=O)OCC1=CC=CC=C1)C(=O)NCCC1=CC=C(C=C1)F